(S)-N-(2-(4-(4-cyclopropylpiperazin-1-yl)piperidin-1-yl)-5-((6-(3-(3-(3-fluoro-phenoxy)benzyl)-isoxazolidin-2-yl)pyrimidin-4-yl)amino)-4-methoxyphenyl)-acrylamide C1(CC1)N1CCN(CC1)C1CCN(CC1)C1=C(C=C(C(=C1)OC)NC1=NC=NC(=C1)N1OCC[C@@H]1CC1=CC(=CC=C1)OC1=CC(=CC=C1)F)NC(C=C)=O